ClC1=C(C(=CC=2NC(=NC21)C(CO)C2=CC=C(C=C2)S(=O)(=O)C)Cl)C2=C(C=CC=C2)OC(F)(F)F 2-(4,6-dichloro-5-(2-(trifluoromethoxy)phenyl)-1H-benzo[d]imidazol-2-yl)-2-(4-(methylsulfonyl)phenyl)ethanol